Benzensulfonic Acid C1(=CC=CC=C1)S(=O)(=O)O